6,6,9-trimethyl-3-pentyl-2-(1H-pyrrol-3-yl)-6H-benzo[c]chromen-1-ol CC1(OC=2C=C(C(=C(C2C2=C1C=CC(=C2)C)O)C2=CNC=C2)CCCCC)C